BrC=1C=C(C=CC1)C1CN(CCN1C)C(=O)OCC1=CC=CC=C1 benzyl 3-(3-bromophenyl)-4-methylpiperazine-1-carboxylate